ClC=1C=C2C=NN(C2=CC1N1CC2C(CC1)N(C(N2C)=O)C2CC2)C=2C=NN(C2)C2CC2 5-[5-chloro-1-(1-cyclopropyl-1H-pyrazol-4-yl)-1H-indazol-6-yl]-1-cyclopropyl-3-methyloctahydro-2H-imidazo[4,5-c]pyridin-2-one